[Zr].[Al] aluminum zirconium salt